1-(3-(6-(3-fluorophenyl)-2-methyl-2H-indazol-3-yl)-2,5-dihydro-1H-pyrrol-1-yl)prop-2-en-1-one FC=1C=C(C=CC1)C=1C=CC2=C(N(N=C2C1)C)C=1CN(CC1)C(C=C)=O